3-(tert-butyl)-5-isocyanato-1-phenyl-1H-1,2,4-triazole C(C)(C)(C)C1=NN(C(=N1)N=C=O)C1=CC=CC=C1